phenyl-(phenylthio)diphenylsulfonium C1(=CC=CC=C1)C1=C(C=CC=C1)[S+](C1=CC=CC=C1)SC1=CC=CC=C1